C(CCC)OC1=CC=C(C=C1)NC1CCC(CC1)NC(OC(C)(C)C)=O tert-butyl (4-((4-butoxyphenyl)amino)cyclohexyl)carbamate